NC(CCN(C(C(F)Cl)=O)NC(=O)[C@H](CC(C)(C)C)NC(=O)C1=NC2=C(N1)C=CC=C2)=O N-[(1S)-1-[[(3-amino-3-oxo-propyl)-(2-chloro-2-fluoroacetyl)amino]carbamoyl]-3,3-dimethyl-butyl]-1H-benzimidazole-2-carboxamide